3,5-dihydroxy-2,4,6-triiodobenzyl alcohol OC=1C(=C(CO)C(=C(C1I)O)I)I